3-(5-(1-Methyl-5-(piperidin-1-yl)-1H-1,2,4-triazol-3-yl)-1-oxoisoindolin-2-yl)piperidine-2,6-dione CN1N=C(N=C1N1CCCCC1)C=1C=C2CN(C(C2=CC1)=O)C1C(NC(CC1)=O)=O